CC(C)CCC(C(CCCC)C)C 2,5,6-trimethyldecane